octamidopropionate C(CCCCCCC)(=O)NC(C(=O)[O-])C